FC1=C(CN2C(N(C(C3=CC=C(C=C23)C(=O)NCC2=C(C=C(C=C2F)F)F)C)C)=O)C(=CC=C1)C(F)(F)F 1-(2-fluoro-6-(trifluorometh-yl)benzyl)-3,4-dimethyl-2-oxo-N-(2,4,6-trifluorobenzyl)-1,2,3,4-tetrahydro-quinazoline-7-carboxamide